pyrazolo[3,4-H]quinoline N1C=CC=C2C=CC=3C(=C12)C=NN3